methyl 3-(2-amino-4-(hydroxymethyl) phenyl)-1H-pyrrole-2-carboxylate NC1=C(C=CC(=C1)CO)C1=C(NC=C1)C(=O)OC